[K].C(C)N1CC(CCC1)S(=O)(=O)NC(NC1=C2CCCC2=CC=2CCCC12)=O ethyl-N-((1,2,3,5,6,7-hexahydro-s-indacen-4-yl)carbamoyl)-piperidine-3-sulfonamide, potassium salt